N-((1R,9S)-5-chloro-9-ethyl-9-hydroxy-4-methyl-10,13-dioxo-2,3,9,10,13,15-hexahydro-1H,12H-benzo[de]pyrano[3',4':6,7]indolizino[1,2-b]quinolin-1-yl)-1-hydroxycyclopropane-1-carboxamide ClC=1C(=C2C=3C(=C4C(=NC3C1)C1=CC3=C(C(N1C4)=O)COC([C@]3(O)CC)=O)[C@@H](CC2)NC(=O)C2(CC2)O)C